tert-butyl 4-((R)-1-(((S)-1-(benzyloxy)-3-methyl-1-oxobutan-2-yl)oxy)-3-hydroxypropan-2-yl)piperazine-1-carboxylate C(C1=CC=CC=C1)OC([C@H](C(C)C)OC[C@@H](CO)N1CCN(CC1)C(=O)OC(C)(C)C)=O